monophosphoadenosine P(=O)(O)(O)O[C@H]1[C@@H](O[C@@H]([C@H]1O)CO)N1C=NC=2C(N)=NC=NC12